5-fluoro-7-((1-(7-(2-fluoro-4-nitrophenyl)-7-azaspiro[3.5]nonan-2-yl)piperidin-4-yl)methoxy)-2-(((tetrahydro-2H-pyran-4-yl)thio)methyl)quinazolin-4(3H)-one FC1=C2C(NC(=NC2=CC(=C1)OCC1CCN(CC1)C1CC2(C1)CCN(CC2)C2=C(C=C(C=C2)[N+](=O)[O-])F)CSC2CCOCC2)=O